3-(5-((1R,4R)-5-(2-((3R,SR,7R)-adamantan-1-yl)ethyl)-2,5-diazabicyclo[2.2.1]heptan-2-yl)-2-methyl-4-oxoquinazolin-3(4H)-yl)piperidine-2,6-dione C12(CC3CC(CC(C1)C3)C2)CCN2[C@H]3CN([C@@H](C2)C3)C3=C2C(N(C(=NC2=CC=C3)C)C3C(NC(CC3)=O)=O)=O